N-{4-[(5R)-7-chloro-4,4-difluoro-5-hydroxy-5-(hydroxymethyl)-2,3,4,5-tetrahydro-1H-1-benzazepin-1-carbonyl]-2-methoxyphenyl}-2-methylfuran-3-carboxamide ClC=1C=CC2=C([C@](C(CCN2C(=O)C2=CC(=C(C=C2)NC(=O)C2=C(OC=C2)C)OC)(F)F)(CO)O)C1